6-((1-((1-azido-3-hydroxy-2-methylpropan-2-yl)sulfonyl)cyclopropyl)methyl)-N-(4-cyanobenzyl)-1-methyl-7-oxo-4,5,6,7-tetrahydro-1H-pyrazolo[3,4-c]pyridine-3-carboxamide N(=[N+]=[N-])CC(CO)(C)S(=O)(=O)C1(CC1)CN1C(C2=C(CC1)C(=NN2C)C(=O)NCC2=CC=C(C=C2)C#N)=O